5-hydroxy-2,6-dimethyl-4-(2,5,7-trimethyl-3-benzofuranyl)-3(2H)-pyridazinone OC1=C(C(N(N=C1C)C)=O)C1=C(OC2=C1C=C(C=C2C)C)C